OC1=C(C(=O)O)C=C(C=C1)OCC=1C=C(C=CC1)C1=CC(=CC=C1)OC1=CC=C(C=C1)OC 2-Hydroxy-5-((3'-(4-methoxyphenoxy)-[1,1'-biphenyl]-3-yl)methoxy)benzoic acid